tert-butyl-3-(7-bromo-2-(2,2-dimethoxyethoxy)-8-fluoro-6-(trifluoromethyl)quinazolin-4-yl)-3,8-diazabicyclo[3.2.1]octane-8-carboxylate C(C)(C)(C)OC(=O)N1C2CN(CC1CC2)C2=NC(=NC1=C(C(=C(C=C21)C(F)(F)F)Br)F)OCC(OC)OC